ethyl (4-(2-chloro-4-fluorophenyl)-2-oxo-2H-chromen-7-yl)(methyl)carbamate ClC1=C(C=CC(=C1)F)C1=CC(OC2=CC(=CC=C12)N(C(OCC)=O)C)=O